C(C)(C)(C)OC(=O)N1[C@@H](CN([C@H](C1)C)C=1C2=C(N=CN1)N(C=C2)C2CC(CCC2)(F)F)C (2r,5s)-4-(7-(3,3-difluorocyclohexyl)-7H-pyrrolo[2,3-d]pyrimidin-4-yl)-2,5-dimethylpiperazine-1-carboxylic acid tert-butyl ester